Br.C(C)NC(O)=N ethyl-isourea hydrobromide